N-(5-((1H-spiro[furo[3,4-c]pyridin-3,3'-piperidin]-1'-yl)methyl)-4-fluorothiazol-2-yl)acetamide N1(CC2(CCC1)OCC1=C2C=NC=C1)CC1=C(N=C(S1)NC(C)=O)F